O1C(=CC=C1)C(=O)N1CCC2(CC1)C(NC1=NC=C(C=C1C2)\C=C\C(N2CC=C(CC2)CC=2SC=CN2)=O)=O (E)-1'-(Furan-2-carbonyl)-6-(3-oxo-3-(4-(thiazol-2-ylmethyl)-5,6-dihydropyridin-1(2H)-yl)prop-1-en-1-yl)-1H-spiro[[1,8]naphthyridin-3,4'-piperidin]-2(4H)-on